C(#N)C(C)NC(=O)C=1C2=C(SC1)CCCC2 3-((1-cyanoethyl)carbamoyl)-4,5,6,7-tetrahydro-benzo[b]thiophen